(E)-1-(2-Hydroxyphenyl)-3-(4-phenoxyphenyl)prop-2-en-1-one OC1=C(C=CC=C1)C(\C=C\C1=CC=C(C=C1)OC1=CC=CC=C1)=O